(1R,3R,5R)-N-((R)-cyclopropyl(2-fluoro-4-(trifluoromethyl)phenyl)methyl)-2-(2-methoxy-5-(methylsulfonyl)benzoyl)-2-azabicyclo[3.1.0]hexane-3-carboxamide C1(CC1)[C@@H](NC(=O)[C@@H]1N([C@@H]2C[C@@H]2C1)C(C1=C(C=CC(=C1)S(=O)(=O)C)OC)=O)C1=C(C=C(C=C1)C(F)(F)F)F